NC1=CC=C(C=C1)N1CCN(CC1)C1CCC2(CN(C2)C=2C=C3CN(C(C3=CC2)=O)C2C(NC(CC2)=O)=O)CC1 3-(5-(7-(4-(4-aminophenyl)piperazin-1-yl)-2-azaspiro[3.5]nonan-2-yl)-1-oxoisoindolin-2-yl)piperidine-2,6-dione